C(C)(C)OC1=CC=C(CNC=2C=CC=C3C(=CC=NC23)C=2C=CC(=NC2)C(=O)N)C=C1 5-(8-((4-isopropoxybenzyl)amino)quinolin-4-yl)picolinamide